ClC1=CC(=CC=C1)[N+]#[C-] 1-CHLORO-3-ISOCYANOBENZENE